6-(1-(1-cyclobutylazepan-4-yl)piperidin-4-yl)-7-fluoro-1-methyl-2-(4-(methylsulfonyl)phenyl)-1H-benzo[d]imidazole C1(CCC1)N1CCC(CCC1)N1CCC(CC1)C=1C=CC2=C(N(C(=N2)C2=CC=C(C=C2)S(=O)(=O)C)C)C1F